5-Heneicosenoic acid C(CCCC=CCCCCCCCCCCCCCCC)(=O)O